2,4,6-trimethylanthraquinone CC1=CC=2C(C3=CC=C(C=C3C(C2C(=C1)C)=O)C)=O